ClC=1C=C(C=CC1Cl)NC(=O)N1[C@@H]2CC[C@H]1CC=1C=NC(=CC12)F (5R,8S)-N-(3,4-dichlorophenyl)-3-fluoro-6,7,8,9-tetrahydro-5H-5,8-epiminocyclohepta[c]-pyridine-10-carboxamide